BrC1=C(C=C(C=C1)O)OCOC 4-bromo-3-(methoxymethoxy)phenol